isostearyl eicosatrienoate C(C=CC=CC=CCCCCCCCCCCCCC)(=O)OCCCCCCCCCCCCCCCC(C)C